3-[4-(N-phenylanilino)phenyl]Azetidine-1-carboxylic acid tert-butyl ester C(C)(C)(C)OC(=O)N1CC(C1)C1=CC=C(C=C1)N(C1=CC=CC=C1)C1=CC=CC=C1